(1S,2R,4R)-2-(hydroxymethyl)-2-(methoxymethyl)-5,5-dimethylquinuclidin-3-one OC[C@@]1(N2CC([C@H](C1=O)CC2)(C)C)COC